C1OCCN2C1=C(C=1C=CC=CC21)C(=O)O 4H-[1,4]oxazino[4,3-a]indole-10-carboxylic acid